O=C1CCC(CC1)C1CCN(CC1)C1CC2(CN(C2)C(=O)OCC2=CC=CC=C2)C1 Benzyl 6-(4-(4-oxocyclohexyl)piperidin-1-yl)-2-azaspiro[3.3]heptane-2-carboxylate